FC1(CCC(CC1)/C=C/C=1C(=NC=C(C1)I)OCC)F (E)-3-(2-(4,4-difluorocyclohexyl)vinyl)-2-ethoxy-5-iodopyridine